BrC=1C=C(C=CC1)C[C@@H](C(=O)NC)NC(=O)C1=CC(=NN1CC1=CC=C(C=C1)C)C=1C=C(C=CC1)C (S)-N-(3-(3-bromophenyl)-1-(methylamino)-1-oxopropan-2-yl)-1-(4-methylbenzyl)-3-(m-tolyl)-1H-pyrazole-5-carboxamide